1-tert-Butyl-3-methyl-(3R,4S)-4-allyl-3-[(trifluoroacetyl)amino]pyrrolidine C(C)(C)(C)N1C[C@@]([C@H](C1)CC=C)(NC(C(F)(F)F)=O)C